COC1=C(C=C(C=C1)C1=CC=CC(=N1)C(=O)NC1CCN(CC1)C)NC(C=C)=O 6-[4-methoxy-3-(prop-2-enamido)phenyl]-N-(1-methylpiperidin-4-yl)pyridine-2-carboxamide